N-(5-chloro-6-(2H-1,2,3-triazol-2-yl)pyridin-3-yl)-4-(3-ethynyl-5-fluoropyridin-2-yl)-2,3,5,6-tetrafluorobenzamide ClC=1C=C(C=NC1N1N=CC=N1)NC(C1=C(C(=C(C(=C1F)F)C1=NC=C(C=C1C#C)F)F)F)=O